ethyl (R)-3,4-difluoro-1-(1-phenylethyl)-1H-pyrrole-2-carboxylate FC1=C(N(C=C1F)[C@H](C)C1=CC=CC=C1)C(=O)OCC